ClC=1C=C(C(=C(C1)O)C=1N=NC(=CC1C(F)F)N1C[C@H](OCC1)CO)C 5-chloro-2-[4-(difluoromethyl)-6-[(2S)-2-(hydroxymethyl)morpholin-4-yl]pyridazin-3-yl]-3-methyl-phenol